O1C(=CC=C1)C(=O)O.COC1=C2C(C=CC(C2=C(C=C1)OC)=O)=O 5,8-dimethoxy-1,4-naphthoquinone furan-2-formate